C12(CC3CC(CC(C1)C3)C2)CC(=O)N2CCN(CC2)C2=CC(=C(C=C2)NC=2N=CC3=C(N2)N(C(C=C3C)=O)C3=CC(=CC=C3)NCC3CC3)OC 2-((4-(4-(2-((3R,5R,7R)-adamantan-1-yl)acetyl)piperazin-1-yl)-2-methoxyphenyl)amino)-8-(3-((cyclopropylmethyl)amino)phenyl)-5-methylpyrido[2,3-d]pyrimidin-7(8H)-one